ClC=1C=C(OC2=NC(=NC(=C2)C2=C(C=CC=C2C)C)NS(=O)(=O)C=2C=NN(C2)C)C=CC1CCN(C)C N-[4-[3-chloro-4-[2-(dimethylamino)ethyl]phenoxy]-6-(2,6-dimethylphenyl)pyrimidin-2-yl]-1-methyl-pyrazole-4-sulfonamide